3,3-bis(methylthio)-1-phenylpyrazole CSC1(NN(C=C1)C1=CC=CC=C1)SC